5',5'-dimethyl-4'-oxo-2H-spiro[benzofuran-3,1'-cyclohexan] CC1(C(CCC2(C1)COC1=C2C=CC=C1)=O)C